(R)-6-chloro-3-((1-(3-cyano-2-(isoindolin-2-yl)-7-methyl-4-oxo-4H-pyrido[1,2-a]pyrimidin-9-yl)ethyl)amino)picolinic acid ClC1=CC=C(C(=N1)C(=O)O)N[C@H](C)C1=CC(=CN2C1=NC(=C(C2=O)C#N)N2CC1=CC=CC=C1C2)C